phospholene sulfide P1(=CCCC1)=S